1-(1H-Benzo[d]imidazol-5-yl)-5-(4-ethoxyphenyl)imidazolidin-2-on N1C=NC2=C1C=CC(=C2)N2C(NCC2C2=CC=C(C=C2)OCC)=O